CC=1N=C(OC1)C=1C=C(N)C=CC1C(F)(F)F 3-(4-methyloxazol-2-yl)-4-(trifluoromethyl)aniline